C[Si](C1=CC=C2C(=CC(N(C2=C1)C)(C)C)C)(C1=CC=C2C(=CC(N(C2=C1)C)(C)C)C)C Dimethylbis(1,2,2,4-tetramethyl-1,2-dihydroquinolin-7-yl)silane